C(C)(C)SC1=C(C=CC=C1)C1=NNC(=C1O)C 3-(2-(isopropylthio)phenyl)-5-methyl-pyrazol-4-ol